NCCCNCC1=CC=C(C(=O)NC2=CC=C(C=C2)S(=O)(=O)N2CCN(CC2)C2=NC=C(C(=C2)C(F)(F)F)C2CC2)C=C1 4-[(3-aminopropylamino)methyl]-N-[4-[4-[5-cyclopropyl-4-(trifluoromethyl)-2-pyridinyl]piperazin-1-yl]sulfonylphenyl]benzamide